FC=1C=C(C=CC1)[C@@H](N)[C@H]1CNC2=C(N1)N=CC=C2 (R)-(3-fluorophenyl)((R)-1,2,3,4-tetrahydropyrido[2,3-b]pyrazin-3-yl)methanamine